2-amino-6-(4-tert-butylphenyl)-4-chloro-pyridine-3-carboxylic acid NC1=NC(=CC(=C1C(=O)O)Cl)C1=CC=C(C=C1)C(C)(C)C